6-indenylboronic acid pinacol ester C1C=CC2=CC=C(C=C12)B1OC(C)(C)C(C)(C)O1